C(C1=CC=CC=C1)OC(=O)N[C@@H](C(=O)OC)CNC(C1=CC(=CC(=C1)C=1C=NOC1CCC)F)=O (R)-methyl 2-(((benzyloxy)carbonyl)amino)-3-(3-fluoro-5-(5-propylisoxazol-4-yl)benzamido)propanoate